F[C@H]1C[C@@H](N(C1)C1CN(CC1)C(=O)OC(C)(C)C)C(=O)OCC1=CC=CC=C1 2-benzyl 1'-(t-butyl) (2R,4S)-4-fluoro-[1,3'-bipyrrolidine]-1',2-dicarboxylate